(3aR,5R,6S,6aR)-6-(Benzyloxy)-5-((benzyloxy)methyl)-2,2-dimethyltetrahydrofuro[2,3-d][1,3]dioxole-5-carbaldehyde C(C1=CC=CC=C1)O[C@@H]1[C@@](O[C@@H]2OC(O[C@@H]21)(C)C)(C=O)COCC2=CC=CC=C2